But-3-en-1-yne-1,3-diyldibenzene C(#CC(=C)C1=CC=CC=C1)C1=CC=CC=C1